[(2R)-2-(4-carboxybutanoyloxy)-3-hexadecanoyloxy propyl] 2-(trimethylazaniumyl)ethyl phosphate P(=O)(OC[C@@H](COC(CCCCCCCCCCCCCCC)=O)OC(CCCC(=O)O)=O)(OCC[N+](C)(C)C)[O-]